FC1=CC(=C(C=C1)C(CC(=O)OCC)=O)[N+](=O)[O-] ethyl 3-(4-fluoro-2-nitro-phenyl)-3-oxo-propionate